C(C)S(=O)(=O)CC1=CC=C(C=C1)NC1=NC2=CC(=C(C=C2C=N1)F)C1=C(C2=C(OCCN2)N=C1)C N-{4-[(ethylsulfonyl)methyl]phenyl}-6-fluoro-7-(8-methyl-2,3-dihydro-1H-pyrido[2,3-b][1,4]oxazin-7-yl)quinazolin-2-amine